ClC=1C(=NC(=NC1)NC)C1=CC=C2CN(C(C2=C1)=O)CC(=O)O (6-(5-chloro-2-(methylamino)pyrimidin-4-yl)-1-oxoisoindolin-2-yl)acetic acid